4-bromo-3-methylaniline BrC1=C(C=C(N)C=C1)C